FC1=C(C=CC=C1F)CNC 1-(2,3-difluorophenyl)-N-methyl-methanamine